(1S,4R,6S)-6-hydroxy-aza-bicyclo[2.2.1]heptane-2-carboxylic acid benzyl ester C(C1=CC=CC=C1)OC(=O)C1N2[C@H](C[C@@H](C1)C2)O